Racemic-benzyl 1-[4-[(2,6-dioxo-3-piperidyl) amino]-2-fluoro-phenyl]-4-hydroxy-piperidine-4-carboxylate O=C1NC(CC[C@H]1NC1=CC(=C(C=C1)N1CCC(CC1)(C(=O)OCC1=CC=CC=C1)O)F)=O |r|